COCCN(CC[C@@H](C(=O)O)NC1=NC(=CN=C1)C1=CC=NC=C1)CCCCC1=NC=2NCCCC2C=C1 (S)-4-((2-methoxyethyl)(4-(5,6,7,8-tetrahydro-1,8-naphthyridin-2-yl)butyl)amino)-2-((6-(pyridin-4-yl)pyrazin-2-yl)amino)butanoic acid